C(C1=CC=CC=C1)N1CC2C3(N=CC(C(C31)CC(C)C)C2)C(=O)NCCC2=CC=CC=C2 1-benzyl-7-isobutyl-N-phenethyl-1,2,3,6,7,7a-hexahydro-3aH-3,6-methanopyrrolo[3,2-b]pyridine-3a-carboxamide